3-[6-chloro-4-(trifluoromethyl)-2-pyridyl]Pyrrolidine-1,3-dicarboxylic acid O1-tert-butyl ester O3-ethyl ester C(C)OC(=O)C1(CN(CC1)C(=O)OC(C)(C)C)C1=NC(=CC(=C1)C(F)(F)F)Cl